BrC=1C=2N(C=CC1)C(=C(N2)C(=O)O)C(F)(F)F 8-bromo-3-(trifluoromethyl)imidazo[1,2-a]pyridine-2-carboxylic acid